FC(C=1C=C(C=C(C1)C(F)(F)F)S(=O)(=O)Cl)(F)F 3,5-bistrifluoromethylbenzenesulfonyl chloride